NC=1C=C(C(=O)O)C=CC1Br 3-Amino-4-bromobenzoic acid